CC1=C(C(=NN1)C(=O)N)C dimethyl-1H-pyrazole-3-carboxamide